hexadecyl (2S)-5-amino-2-[[(2R)-2-[[(2S)-2-hydroxypropanoyl]amino]propanoyl]amino]-5-oxo-pentanoate NC(CC[C@@H](C(=O)OCCCCCCCCCCCCCCCC)NC([C@@H](C)NC([C@H](C)O)=O)=O)=O